2-((tert-butoxycarbonyl)amino)propyl 1H-imidazole-1-carboxylate N1(C=NC=C1)C(=O)OCC(C)NC(=O)OC(C)(C)C